6-methyl-5-oxo-3,4,5,6-tetrahydro-2,6-naphthyridine-2(1H)-carboxylic acid tert-butyl ester C(C)(C)(C)OC(=O)N1CC=2C=CN(C(C2CC1)=O)C